C(C)C1(CCN(CC1)C(=O)[O-])C(=O)[O-] 4-ethylpiperidine-1,4-dicarboxylate